C1(CCCC1)SC=1N(C(=C(N1)/C=C/C(=O)OC)COC1=CC(=C(C=C1)C#CCO)C)C=1C=NC=CC1 Methyl (E)-3-(2-(cyclopentylthio)-5-((4-(3-hydroxyprop-1-yn-1-yl)-3-methylphenoxy)methyl)-1-(pyridin-3-yl)-1H-imidazol-4-yl)acrylate